C1=CC=C2C(=C1)C3=CC=CC=C3N2C4=CC=C(C=C4)N(C5=CC=C(C=C5)N6C7=CC=CC=C7C8=CC=CC=C86)C9=CC=C(C=C9)N1C2=CC=CC=C2C2=CC=CC=C21 4,4',4''-Tris(Carbazol-9-yl)-TriphenylAmine